Cl.NC(C(=O)N1CCN(CC1)C(=O)NC1=NC(N(C=C1)C1=CC=2CC[C@@H](CC2C=C1)N[C@@H]1C[C@H](CC1)N)=O)(C)C 4-(2-amino-2-methylpropanoyl)-N-(1-((S)-6-(((1S,3S)-3-aminocyclopentyl)amino)-5,6,7,8-tetrahydronaphthalen-2-yl)-2-oxo-1,2-dihydropyrimidin-4-yl)piperazine-1-carboxamide hydrochloride